N#CO.[Co] cobalt cyanic acid